(2S)-3-[5-chloro-2-(methoxymethyl)phenyl]-2-{[(9H-fluoren-9-ylmethoxy)carbonyl]amino}propanoic acid ClC=1C=CC(=C(C1)C[C@@H](C(=O)O)NC(=O)OCC1C2=CC=CC=C2C=2C=CC=CC12)COC